C[C@H]1C[C@]2([C@H]([C@H]1OC(=O)C)[C@@H]3[C@](O3)(CC[C@H]4[C@H](C4(C)C)/C=C(/C2=O)\\C)C)OC(=O)C The molecule is a lathyrane diterpenoid isolated from the roots of Euphorbia micractina. It is a lathyrane diterpenoid, an epoxide and an acetate ester.